Cyclopentyl METHYL ETHER COC1CCCC1